NC1=NC(=C(C(=C1C#N)SC)C#N)S 2-amino-6-mercapto-4-(methylsulfanyl)pyridine-3,5-dicarbonitrile